C(CCCCC)N(C([S-])=S)CCCCCC.[Mo+2]=O.C(CCCCC)N(C([S-])=S)CCCCCC molybdenum oxide dihexyl-dithiocarbamate